ClC1=C(C(=CC=C1)C(F)(F)F)COC=1C=CC(=NC1)N1C(NC(C1=O)(C)C)=O 3-(5-{[2-chloro-6-(trifluoromethyl)phenyl]methoxy}pyridin-2-yl)-5,5-dimethylimidazolidine-2,4-dione